2-[2-(azepan-1-yl)-2-oxoethyl]-6-{5-chloro-2-[(oxan-4-yl)amino]pyrimidin-4-yl}-2,3-dihydro-1H-isoindol-1-one N1(CCCCCC1)C(CN1C(C2=CC(=CC=C2C1)C1=NC(=NC=C1Cl)NC1CCOCC1)=O)=O